FC1=C(C(=C(C(=C1COC(C=C)=O)F)F)F)F Acrylic acid pentafluorobenzyl ester